tert-Butyl N-[(1S)-1-[3-(4-amino-1-methyl-1H-pyrazol-5-yl)-5-fluorophenyl]but-3-en-1-yl]carbamate NC=1C=NN(C1C=1C=C(C=C(C1)F)[C@H](CC=C)NC(OC(C)(C)C)=O)C